(R)-2-(1-((tert-butyldimethylsilyl)oxy)-2-hydroxypropan-2-yl)-4-(((tertbutyldimethylsilyl)oxy)methyl)thiazole-5-sulfonamide [Si](C)(C)(C(C)(C)C)OC[C@@](C)(O)C=1SC(=C(N1)CO[Si](C)(C)C(C)(C)C)S(=O)(=O)N